C1(CC1)C1=NN(C=N1)C1CC2(CN(C2)C(=O)N2CC3(C2)CC(C3)N3N=C(N=C3)C3CC3)C1 bis[6-(3-cyclopropyl-1,2,4-triazol-1-yl)-2-azaspiro[3.3]heptan-2-yl]methanone